tert-butyl (1R,3s,5S)-3-((7-((1-(tert-butoxycarbonyl)-5-methyl-1H-pyrazol-3-yl)amino)-1,6-naphthyridin-5-yl)amino)-9-azabicyclo[3.3.1]nonane-9-carboxylate C(C)(C)(C)OC(=O)N1N=C(C=C1C)NC1=NC(=C2C=CC=NC2=C1)NC1C[C@H]2CCC[C@@H](C1)N2C(=O)OC(C)(C)C